O=C1N(C(SC1)=S)CC(=O)O 2-(4-oxo-2-thioxothiazolidin-3-yl)acetic acid